4-Methoxy-N-(trans-4-methoxycyclohexyl)-5-(pyrazolo[1,5-a]pyridin-5-yl)-7H-pyrrolo[2,3-d]pyrimidin-2-amine COC=1C2=C(N=C(N1)N[C@@H]1CC[C@H](CC1)OC)NC=C2C2=CC=1N(C=C2)N=CC1